ClCC1=CC=C(C=C1)N1C(=NC=2C1=NC(=CC2)C2=CC=C(C=C2)F)C=2C(=NC=CC2)N 3-(3-(4-(Chloromethyl)phenyl)-5-(4-fluorophenyl)-3H-imidazo[4,5-b]pyridin-2-yl)pyridin-2-amine